C1(CC1)C#CC1=CC=2N(C=C1)C(=NN2)[C@@H]2C[C@@H](CCC2)NC2=NC=C(C(=N2)OC2COC2)C(F)(F)F N-[(1R,3S)-3-[7-(2-cyclopropylethynyl)-[1,2,4]triazolo[4,3-a]pyridin-3-yl]cyclohexyl]-4-(oxetan-3-yloxy)-5-(trifluoromethyl)pyrimidin-2-amine